C(C1=CC=CC=C1)SC=1C=C2C(OCCN2N1)(C)C 2-(benzylsulfanyl)-4,4-dimethyl-4H,6H,7H-pyrazolo[3,2-c][1,4]oxazine